NC=1C(=C(C=C2C=C(N=CC12)NC(OC1COCC1)=O)C1=C(C2=C(OCCN2)N=C1)C)F Tetrahydrofuran-3-yl (8-amino-7-fluoro-6-(8-methyl-2,3-dihydro-1H-pyrido[2,3-b][1,4]oxazin-7-yl)isoquinolin-3-yl)carbamate